C(C1=CC=CC=C1)C=1NC(=NN1)C(=O)NC1C2C(C3=C(N(C1=O)C)C=CC=C3)C2 trans-5-benzyl-N-(4-methyl-3-oxo-1,1a,2,3,4,8b-hexahydrobenzo[b]cyclopropa[d]azepin-2-yl)-4H-1,2,4-triazole-3-carboxamide